1-([2,2'-bipyridin]-5-yl)indoline N1=C(C=CC(=C1)N1CCC2=CC=CC=C12)C1=NC=CC=C1